6-[(1-Allylcyclopentyl)amino]-3-nitro-5-(trifluoromethyl)pyridine-2-carboxylic acid C(C=C)C1(CCCC1)NC1=C(C=C(C(=N1)C(=O)O)[N+](=O)[O-])C(F)(F)F